COC=1C=CC(=NC1)COC1=CC=C2CCN(CC2=C1)C(=O)C=1C=CC=NC1 5-(7-((5-Methoxypyridin-2-yl)methoxy)-1,2,3,4-tetrahydroisoquinoline-2-carbonyl)pyridin